2-(7-fluoro-3-(methoxymethoxy)-8-(trifluoromethoxy)naphthalen-1-yl)-4,4,5,5-tetramethyl-1,3,2-dioxaborolane FC1=CC=C2C=C(C=C(C2=C1OC(F)(F)F)B1OC(C(O1)(C)C)(C)C)OCOC